BrC=1C=C(C=CC1O)CC(CNC(C(=O)N)CC)=NO 3-(3-bromo-4-hydroxyphenyl)-2-hydroxyiminopropylaminobutanamide